C(#N)C1=CC(=CC=2N=C(OC21)C=2C(=C(C=CC2)C2=C(C(=CC=C2)C=2SC1=C(N2)CNC1)C)C)CN1C[C@@H](CC1)C(=O)O (R)-1-((7-cyano-2-(3'-(5,6-dihydro-4H-pyrrolo[3,4-d]thiazol-2-yl)-2,2'-dimethylbiphenyl-3-yl)benzo[d]oxazol-5-yl)methyl)pyrrolidine-3-carboxylic acid